((1s,3s)-3-((5-(1-(2,2-difluoroethyl)-2-methyl-1H-imidazo[4,5-b]pyridin-6-yl)-7H-pyrrolo[2,3-d]pyrimidin-2-yl)amino)-1-methylcyclobutyl)(pyrrolidin-1-yl)methanone FC(CN1C(=NC2=NC=C(C=C21)C2=CNC=1N=C(N=CC12)NC1CC(C1)(C)C(=O)N1CCCC1)C)F